methyl 6-amino-1-oxo-2,3-dihydro-1H-indene-5-carboxylate NC1=C(C=C2CCC(C2=C1)=O)C(=O)OC